1,4-Divinylbenzene C(=C)C1=CC=C(C=C1)C=C